4-(1-methylcyclopropyl)-1-(3-(pyridin-4-yl)-1H-pyrazol-5-yl)piperidin-2-one CC1(CC1)C1CC(N(CC1)C1=CC(=NN1)C1=CC=NC=C1)=O